2-(3,4-dichlorophenyl)-1-ethyl-4-oxo-6-[[3-(2,2,2-trifluoroethoxy)pyrazol-1-yl]methyl]pyridine-3-carboxylic acid ClC=1C=C(C=CC1Cl)C=1N(C(=CC(C1C(=O)O)=O)CN1N=C(C=C1)OCC(F)(F)F)CC